ClC1=C(C(=CC=C1)Cl)C=1C(C2=C(N=C(N=C2)NC=2C=C3CCNCC3=CC2)N(C1)C)=O 6-(2,6-dichlorophenyl)-8-methyl-2-(1,2,3,4-tetrahydroisoquinolin-6-ylamino)pyrido[2,3-d]pyrimidin-5(8H)-one